ethyl 1-(bis(4-fluorophenyl) phosphoryl)-4-phenylisoquinoline-3-carboxylate FC1=CC=C(C=C1)P(=O)(C1=CC=C(C=C1)F)C1=NC(=C(C2=CC=CC=C12)C1=CC=CC=C1)C(=O)OCC